ClC1=CC2=C(C=3C=4C5=C(C=CC4NC13)C=CC=C5)C=CC=C2 6-chloro-7H-dibenzo[c,g]Carbazole